3-[1-(2,6-dichloro-3-fluoro-phenyl)-ethoxy]-5-(1H-pyrazol-4-yl)-pyridin-2-ylamine ClC1=C(C(=CC=C1F)Cl)C(C)OC=1C(=NC=C(C1)C=1C=NNC1)N